C[C@H]1[C@@H]2[C@@H](OC1)C[C@H](CC2)C |r| (3SR,3ARS,6SR,7ASR)-PERHYDRO-3,6-DIMETHYL-BENZO[B]FURAN